4'-(diphenylamino)-[1,1'-biphenyl] C1(=CC=CC=C1)N(C1=CC=C(C=C1)C1=CC=CC=C1)C1=CC=CC=C1